C1=CC=CC=2C3=CC=CC=C3C(C12)COC(=O)N[C@H](C(=O)O)[C@@H]1CC(CCC1)O (2S)-2-{[(9H-fluoren-9-ylmethoxy)carbonyl]amino}-2-[(1S)-3-hydroxycyclohexyl]acetic acid